O=C1N(C=CC=C1C(=O)OC)C1CCOCC1 methyl 2-oxo-1-(tetrahydro-2H-pyran-4-yl)-1,2-dihydropyridine-3-carboxylate